CC=1N=C(SC1C1=CC=C2C(=NN(C2=C1)C1OCCCC1)\C=C\C1=NC=CC=C1)NC(C)=O (E)-N-(4-methyl-5-(3-(2-(pyridin-2-yl)vinyl)-1-(tetrahydro-2H-pyran-2-yl)-1H-indazol-6-yl)thiazol-2-yl)acetamide